Methyl 4-allyltetrahydro-2H-thiopyran-4-carboxylate C(C=C)C1(CCSCC1)C(=O)OC